C1=CC=CC=2C3=CC=CC=C3C(C12)COC(=O)N[C@@H](CCCCNC(=O)OCC1=CC=CC=C1)C(=O)OC(C)(C)C tert-butyl N2-(((9H-fluoren-9-yl) methoxy) carbonyl)-N6-((benzyloxy) carbonyl)-L-lysinate